C(#N)C=1C=C(C=NC1N1CCN(CC1)C)NC1=NC2=CC=CC=C2C=N1 2-((5-cyano-6-(4-methylpiperazin-1-yl)pyridin-3-yl)amino)quinazolin